C(C)(=O)OC=1C(=C(C=NC1C)CC(CCCCCCCCCCCCCCCCC)[NH+](C)C)C ((5-Acetoxy-4,6-dimethylpyridin-3-yl)methyl)-N,N-dimethyloctadecan-1-aminium